(2S)-1-[2-[4-[(8-ethoxy-5-quinolinyl)amino]-1-piperidinyl]acetyl]pyrrolidine-2-carbonitrile C(C)OC=1C=CC(=C2C=CC=NC12)NC1CCN(CC1)CC(=O)N1[C@@H](CCC1)C#N